FC=1C(=NC=C(C1)F)CNC(=O)C1=CN=C(S1)N1CCC(CC1)N1C[C@@H](CCC1)OCC |r| rac-N-[(3,5-difluoropyridin-2-yl)methyl]-2-[3-ethoxy[1,4'-bipiperidine]-1'-yl]-1,3-thiazole-5-carboxamide